3-[(Z)-hex-3-enyloxy]propionitrile C(C\C=C/CC)OCCC#N